4-(7-phenyl-4-(tetrahydrofuran-3-yl)-6,7-dihydro-5H-pyrrolo[2,3-d]pyrimidin-2-yl)morpholine C1(=CC=CC=C1)N1CCC2=C1N=C(N=C2C2COCC2)N2CCOCC2